BrC=1C(=C2CN(C(C2=CC1)=O)C1C(NC(CC1)=O)=O)O 3-(5-bromo-4-hydroxy-1-oxoisoindol-2-yl)piperidine-2,6-dione